5-(2-chloro-6-fluorophenyl)-2-(((2-(dimethylamino)ethyl)amino)methylene)cyclohexane-1,3-dione ClC1=C(C(=CC=C1)F)C1CC(C(C(C1)=O)=CNCCN(C)C)=O